F[C@H]1CN(CC[C@H]1N1N=C(C=2C1=NC=NC2N)C2=CC=C(C=C2)OC2=CC=CC=C2)C2CCNCC2 1-((3S,4R)-3-fluoro-[1,4'-bipiperidin]-4-yl)-3-(4-phenoxyphenyl)-1H-pyrazolo[3,4-d]pyrimidin-4-amine